C(C(C)C)OC(=O)C=1C2=C(C=CC=3C4=CC=C(C=5C(=CC=C(C(=CC1)C23)C54)Cl)C(=O)OCC(C)C)Cl 3,9-dichloroperylene-4,10-dicarboxylic acid diisobutyl ester